ClC=1C=C(C=CC1C)C(C(=O)N)N(C1=CC(=CC=C1)[N+](=O)[O-])C (3-Chloro-4-methyl-phenyl)-2-[methyl-(3-nitro-phenyl)-amino]-acetamide